N[C@H]1C[C@H](N(CC1)C(=O)N1CC2(CCCC2)C(CC1)CN1C=NC(=CC1=O)C1CC1)C1=CC=CC=C1 3-((7-((2S,4R)-4-Amino-2-phenylpiperidine-1-carbonyl)-7-azaspiro[4.5]decan-10-yl)methyl)-6-cyclopropyl-pyrimidin-4(3H)-one